3-[2-(2,6-Dioxo-3-piperidyl)-1,3-dioxo-isoindolin-5-yl]oxoazetidine-1-carboxylic acid tert-butyl ester C(C)(C)(C)OC(=O)N1C(C(C1)C=1C=C2C(N(C(C2=CC1)=O)C1C(NC(CC1)=O)=O)=O)=O